BrC1=C(C=C(C(=C1)Br)OCC)OCCOCCOCCOC 2,4-dibromo-5-ethoxy-1-(1,4,7,10-tetraoxaundecyl)benzene